C[C@@]12C=CC[C@H]1[C@@H]1CCC3=CC(CC[C@]3(C)[C@H]1CC2)=O androst-4,16-dien-3-one